(3,4-dimethoxyphenyl)(3-nitrophenyl)methanone COC=1C=C(C=CC1OC)C(=O)C1=CC(=CC=C1)[N+](=O)[O-]